5-chloro-4-fluoro-2-((4-fluoro-2-methylphenyl)amino)benzoic acid ClC=1C(=CC(=C(C(=O)O)C1)NC1=C(C=C(C=C1)F)C)F